tertbutyl (1S,5R)-6-(2-bromoacetyl)-3-azabicyclo[3.1.0]hexane-3-carboxylate BrCC(=O)C1[C@@H]2CN(C[C@H]12)C(=O)OC(C)(C)C